diindenyl carbonate C(OC1C=CC2=CC=CC=C12)(OC1C=CC2=CC=CC=C12)=O